COC1=C(C=C(C=C1)C12CCC(CC1)(CC2)CN(C(=O)[C@@H]2CC[C@H](CC2)N(C([O-])=O)CCO)C2=NC=CC(=C2)C=2C=NN(C2)C2(CCC2)C)C 4-(((4-(4-Methoxy-3-methylphenyl)bicyclo[2.2.2]octan-1-yl)methyl)(4-(1-(1-methylcyclobutyl)-1H-pyrazol-4-yl)pyridin-2-yl)carbamoyl)(trans-cyclohexyl)(2-hydroxyethyl)carbamate